benzyl (3-(6-aminobenzo[d][1,3]dioxin-5-yl)-3-oxopropyl)(methyl)carbamate NC1=C(C2=C(OCOC2)C=C1)C(CCN(C(OCC1=CC=CC=C1)=O)C)=O